C(C)(=O)OC(\C=C\CCCN1C(C2=CC=CC=C2C1=O)=O)(F)F (E)-6-(1,3-Dioxoisoindolin-2-yl)-1,1-difluorohex-2-en-1-yl acetate